CC1=NN(C=2N=C(N(C(C21)=O)C)N2CCC1(CCN(C1)C1=CC(=NC=C1)C(F)(F)F)CC2)C2OCCCC2 3,5-dimethyl-1-(tetrahydro-2H-pyran-2-yl)-6-(2-(2-(trifluoromethyl)pyridin-4-yl)-2,8-diazaspiro[4.5]decan-8-yl)-1,5-dihydro-4H-pyrazolo[3,4-d]pyrimidin-4-one